C(C)(=O)NC=1SC(=CN1)CN1C(CN(CC1)CC(=O)NC1=CC=C(C=C1)Cl)C 2-(4-((2-acetamidothiazol-5-yl)methyl)-3-methylpiperazin-1-yl)-N-(4-chlorophenyl)acetamide